N-({4-amino-3-methyl-1H,3H-furo[3,4-c]quinolin-7-yl}methyl)-2-cyclopropyl-N-(3-methoxy-1-methyl-1H-pyrazol-4-yl)pyrimidine-5-carboxamide NC1=NC=2C=C(C=CC2C2=C1C(OC2)C)CN(C(=O)C=2C=NC(=NC2)C2CC2)C=2C(=NN(C2)C)OC